C(\C=C\C(=O)[O-])(=O)OC(CC1CCC(CC1)CCCC)(C)CCC (4-butylcyclohexyl)tert-hexyl fumarate